C(C)(C)(C)OC(CC[C@@H](C(N[C@H](C(OC(C)(C)C)=O)CCCCCC)=O)NC(N[C@@H](CCC(=O)O)C(=O)OC(C)(C)C)=O)=O (5S,8S,12S)-8-(3-(tert-butoxy)-3-oxopropyl)-12-(tert-butoxycarbonyl)-5-hexyl-2,2-dimethyl-4,7,10-trioxo-3-oxa-6,9,11-triazapentadecan-15-oic acid